C1(=CC=CC=C1)N1C([C@H]2[C@H]3C=C[C@@H]([C@H]2C1=O)C3)=O (3aR,4S,7R,7aS)-2-phenyl-3a,4,7,7a-tetrahydro-1H-4,7-methanoisoindole-1,3(2H)-dione